C(CCCCCCCCCCCCCCCCCC=C)(=O)O 19-icosenoic acid